C(#N)C1=C(OC2=CC=C3N=CC(=NC3=C2)OCC2(CCN(CC2)C(=O)OC(C)(C)C)O)C(=CC=C1F)F tert-butyl 4-[[7-(2-cyano-3,6-difluoro-phenoxy)quinoxalin-2-yl]oxymethyl]-4-hydroxy-piperidine-1-carboxylate